2-(2-(1-benzhydrylazetidin-3-ylidene)-4-pentenyl)isoindoline-1,3-dione C(C1=CC=CC=C1)(C1=CC=CC=C1)N1CC(C1)=C(CN1C(C2=CC=CC=C2C1=O)=O)CC=C